FC1(CC(C1)OC=1N=CC(=NC1)C1=CC(=NO1)O)C1=C(C=CC(=C1)C(F)(F)F)F 5-[5-({trans-3-fluoro-3-[2-fluoro-5-(trifluoromethyl)phenyl]cyclobutyl}oxy)pyrazin-2-yl]isoxazol-3-ol